(R)-6-(4-(5-chloro-7-((3-methylbutan-2-yl)amino)-[1,2,4]triazolo[1,5-a]pyrimidin-6-yl)-3,5-difluorophenoxy)-2-azaspiro[3.3]heptane-2-carboxylic acid tert-butyl ester C(C)(C)(C)OC(=O)N1CC2(C1)CC(C2)OC2=CC(=C(C(=C2)F)C=2C(=NC=1N(C2N[C@H](C)C(C)C)N=CN1)Cl)F